2-(pyridin-4-yl)-4-(trifluoromethyl)thiazole N1=CC=C(C=C1)C=1SC=C(N1)C(F)(F)F